O=C1NC(CCC1C=1C=C2CN(CC2=CC1)CC1CC2(C1)CCN(CC2)C(=O)OC(C)(C)C)=O tert-butyl 2-((5-(2,6-dioxopiperidin-3-yl) isoindolin-2-yl)methyl)-7-azaspiro[3.5]nonane-7-carboxylate